N-(3-(methylamino)cyclobutyl)-3-(trifluoromethyl)benzenesulfonamide CNC1CC(C1)NS(=O)(=O)C1=CC(=CC=C1)C(F)(F)F